2,3-dihydroxypropan-1-yl (13Z)-docos-13-enoate C(CCCCCCCCCCC\C=C/CCCCCCCC)(=O)OCC(CO)O